Cl.CC=1N=CN(C1)C12CCC(CC1)(CC2)N 4-(4-methylimidazol-1-yl)bicyclo[2.2.2]octane-1-amine hydrochloride